C(C=C)(=O)NC=1C(=CC(=C(C1)NC1=NC=C(C(=N1)NC1=C(C=CC=C1)N(S(=O)(=O)C)C)C(=O)OC1CC1)OC)N(C)CCN(C)C cyclopropyl 2-((5-acrylamido-4-((2-(dimethylamino)ethyl)(methyl)amino)-2-methoxyphenyl)amino)-4-((2-(N-methylmethylsulfonamido)phenyl)amino)pyrimidine-5-carboxylate